Diethyl (2S,3S)-2-(benzyloxy)-3-hydroxybutanedioate C(C1=CC=CC=C1)O[C@H](C(=O)OCC)[C@@H](C(=O)OCC)O